FC=1C=NN(C1)C1=CC=C(C=N1)[C@H](C)NC(=O)N1CCN(CC1)C1=NC(=CN=C1)NC1=NNC(=C1)C (S)-N-(1-(6-(4-fluoro-1H-pyrazol-1-yl)pyridin-3-yl)ethyl)-4-(6-((5-methyl-1H-pyrazol-3-yl)amino)pyrazin-2-yl)piperazine-1-carboxamide